ClC1=C2C(N(C(C2=C(C(=C1Cl)Cl)Cl)=O)C1(CCCCC1)C(=O)[O-])=O 4,5,6,7-tetrachloro-1,3-dioxoisoindolin-2-ylcyclohexanecarboxylate